(S)-3-((3-chloro-2-methoxyphenyl)amino)-2-(3-(morpholin-3-ylmethoxy)pyridin-4-yl)-1,5,6,7-tetrahydro-4H-pyrrolo[3,2-c]pyridin-4-one ClC=1C(=C(C=CC1)NC1=C(NC2=C1C(NCC2)=O)C2=C(C=NC=C2)OC[C@H]2NCCOC2)OC